Ammonium 2,3,3,3-tetrafluoro-2-[(1,1,2-trifluoro-2-propenyl)oxy]propanoate FC(C(=O)[O-])(C(F)(F)F)OC(C(=C)F)(F)F.[NH4+]